bis-(2-chloroethyl)ether ClCCOCCCl